4-(2-(difluoromethyl)-1H-benzo[d]imidazol-1-yl)-N-(2-methyl-1-(o-tolyl)propan-2-yl)-6-morpholino-1,3,5-triazin-2-amine FC(C1=NC2=C(N1C1=NC(=NC(=N1)N1CCOCC1)NC(CC1=C(C=CC=C1)C)(C)C)C=CC=C2)F